6-bromo-N-(4-(((tert-butyldimethylsilyl)oxy)methyl)phenyl)-3-nitropyridin-2-amine BrC1=CC=C(C(=N1)NC1=CC=C(C=C1)CO[Si](C)(C)C(C)(C)C)[N+](=O)[O-]